COC=1C=C2[C@]3(C(NC2=CC1)=O)[C@@H](C3)C3=CC=C1C(=NNC1=C3)NC3=NC(=NC=C3OC)C3COC3 (1R,2S)-5'-methoxy-2-(3-{[5-methoxy-2-(oxetan-3-yl)pyrimidin-4-yl]amino}-1H-indazol-6-yl)-1'H-spiro[cyclopropan-1,3'-indol]-2'-one